4,4,5,5-tetramethyl-2-(1-methylpyrazol-3-yl)-1,3,2-dioxaborolane CC1(OB(OC1(C)C)C1=NN(C=C1)C)C